6-[3-(3-chlorophenyl)-1H-pyrazol-4-yl]-N-[2-(4-isopropylpiperazin-1-yl)ethyl]-1,5-naphthyridin-3-amine ClC=1C=C(C=CC1)C1=NNC=C1C=1N=C2C=C(C=NC2=CC1)NCCN1CCN(CC1)C(C)C